3-[4-(5-cyanopyrazin-2-yl)pyridazin-1-ium-1-yl]propionic acid ethyl ester bromide [Br-].C(C)OC(CC[N+]1=NC=C(C=C1)C1=NC=C(N=C1)C#N)=O